indazol-5-amine N1N=CC2=CC(=CC=C12)N